ClC1=NC(=C(C(=C1C1=NOC(=N1)C=1C=C(C=CC1)[N+](=O)[O-])C)Cl)C 5-[3-(2,5-Dichloro-4,6-dimethylpyridin-3-yl)-[1,2,4]oxadiazol-5-yl]-3-nitrobenzol